BrC=1C=C(C=2N(C1)C=C(N2)C2=CC=C(C=C2)S(=O)(=O)C)F 6-bromo-8-fluoro-2-(4-(methylsulfonyl)phenyl)imidazo[1,2-a]pyridine